gamma-methacryloxypropyl-tri(2-propyl)silane C(C(=C)C)(=O)OCCC[Si](C(C)C)(C(C)C)C(C)C